5-[(2-Amino-3-fluoropyridin-4-yl)methyl]-2-(4-ethynyl-2-fluoroanilino)-3,4-difluorobenzamide NC1=NC=CC(=C1F)CC=1C(=C(C(=C(C(=O)N)C1)NC1=C(C=C(C=C1)C#C)F)F)F